[5-(4-aminocinnolin-7-yl)-2-methoxy-4-pyrazol-1-ylphenyl]boronic acid NC1=CN=NC2=CC(=CC=C12)C=1C(=CC(=C(C1)B(O)O)OC)N1N=CC=C1